CN(CCNCC(=O)N)C 2-((2-(dimethylamino)ethyl)amino)acetamide